N-(3,5-difluoro-4-((1R,3R)-6-fluoro-3-methyl-2-(2,2,2-trifluoroethyl)-2,3,4,9-tetrahydro-1H-pyrido[3,4-b]indol-1-yl)phenyl)-1-(3-fluoropropyl)azetidin-3-amine FC=1C=C(C=C(C1[C@H]1N([C@@H](CC2=C1NC1=CC=C(C=C21)F)C)CC(F)(F)F)F)NC2CN(C2)CCCF